C12CN(CC(CC1)N2)C=2C=CC(=NC2)NC=2C1=C(C(=NC2)C2=C3C(=NC=C2)N(C=C3)C)CNC1 7-((5-(3,8-diazabicyclo[3.2.1]octan-3-yl)pyridin-2-yl)amino)-4-(1-methyl-1H-pyrrolo[2,3-b]pyridin-4-yl)-2,3-dihydro-1H-pyrrolo[3,4-c]pyridin